N-[(1S)-1-cycloheptyl-2-[4-(3,5-dimethyl-1H-pyrazol-4-yl)anilino]-2-oxo-ethyl]-3-methyl-triazole-4-carboxamide C1(CCCCCC1)[C@@H](C(=O)NC1=CC=C(C=C1)C=1C(=NNC1C)C)NC(=O)C=1N(N=NC1)C